5-ethyl-N-((2S,4S)-2-methylpiperidin-4-yl)-1,2-thiazole-3-carboxamide C(C)C1=CC(=NS1)C(=O)N[C@@H]1C[C@@H](NCC1)C